(Z)-N'-(4-chloro-3-iodo-6-methylpyridin-2-yl)-N,N-dimethylformimidamide ClC1=C(C(=NC(=C1)C)\N=C/N(C)C)I